2-[7-[5-(2,8-dimethylimidazo[1,2-b]pyridazin-6-yl)-7-fluoro-indazol-2-yl]-4-azaspiro[2.5]oct-4-yl]ethanol CC=1N=C2N(N=C(C=C2C)C2=CC3=CN(N=C3C(=C2)F)C2CCN(C3(CC3)C2)CCO)C1